ClCC(=O)NC[C@H](C)NC(OC(C)(C)C)=O (S)-Tert-butyl (1-(2-chloroacetamido)propan-2-yl)carbamate